3-(((5-chloro-4-(9-fluoro-1-methyl-1,2,3,4-tetrahydrobenzo[4,5]imidazo[1,2-a]pyrimidin-7-yl)pyrimidin-2-yl)amino)methyl)pyridine 1-oxide ClC=1C(=NC(=NC1)NCC=1C=[N+](C=CC1)[O-])C1=CC2=C(N=C3N2CCCN3C)C(=C1)F